C(#N)C=1C=C(C=CC1)N1N=C(C=C1)C(C(=O)NC1=NNC(=C1)C1CC1)C 2-[1-(3-cyanophenyl)pyrazol-3-yl]-N-(5-cyclopropyl-1H-pyrazol-3-yl)propanamide